NC1=CC=C2C(CC(C2=C1)(C)C1=CC=C(C=C1)N)(C)C 6-amino-1-(4'-aminophenyl)-1,3,3-trimethylindane